3-(5-(4-benzhydryl-3,3-dimethylpiperazine-1-carbonyl)-1-oxoisoindolin-2-yl)piperidine-2,6-dione C(C1=CC=CC=C1)(C1=CC=CC=C1)N1C(CN(CC1)C(=O)C=1C=C2CN(C(C2=CC1)=O)C1C(NC(CC1)=O)=O)(C)C